NCCNC(CCCCC[N+]1=CC(=C(C=C1)\C=C\C=1C(OC2=CC(=CC=C2C1)N(CC)CC)=O)S(=O)(=O)[O-])=O 1-[6-(2-aminoethylamino)-6-oxo-hexyl]-4-[(E)-2-[7-(diethylamino)-2-oxo-chromen-3-yl]vinyl]pyridin-1-ium-3-sulphonate